O=C1N(C(C2=CC=CC=C12)=O)C\C(\CNC(OC(C)(C)C)=O)=C/F tert-butyl (Z)-(2-((1,3-dioxoisoindolin-2-yl)methyl)-3-fluoroallyl)carbamate